(S)-2-(2,6-difluorobenzoylamino)-3-(5-(1,3,6-trimethyl-2,4-dioxo-1,2,3,4-tetrahydropyrimidin-5-yl)quinolin-8-yl)propionic acid FC1=C(C(=O)N[C@H](C(=O)O)CC=2C=CC(=C3C=CC=NC23)C=2C(N(C(N(C2C)C)=O)C)=O)C(=CC=C1)F